(R)-N-(2-(4-Cyanothiazolidin-3-yl)-2-oxoethyl)-6-(4,4-difluoro-3,3-dimethylpiperidin-1-yl)quinoline-4-carboxamide C(#N)[C@H]1N(CSC1)C(CNC(=O)C1=CC=NC2=CC=C(C=C12)N1CC(C(CC1)(F)F)(C)C)=O